CC1=C(C=C(C=C1)NC(=O)C=1N=NC=C(C1)C(F)(F)F)B1OC(C(O1)(C)C)(C)C N-[4-methyl-3-(4,4,5,5-tetramethyl-1,3,2-dioxaborolan-2-yl)phenyl]-5-(trifluoromethyl)pyridazine-3-carboxamide